FC=1C=C2C(N(C(NC2=CC1)=S)CCP(OCC)(OCC)=O)=O Diethyl (2-(6-fluoro-4-oxo-2-thioxo-1,4-dihydroquinazolin-3(2H)-yl)ethyl)phosphonate